C(#C)C1(CC2CCCC2C1)O 5-ethynyl-5-hydroxyoctahydropentalen